N1CCC2(CC1)C1=C(NC(O2)=O)C=CC=C1 spiro[benzo[d][1,3]oxazine-4,4'-piperidin]-2(1H)-one